C(C)(C)(C)C=1C(=NC(CC1C=1C=CC=2N(C(C=C(N2)C2=NN3C(C(=NC(=C3)C)C)=C2)=O)C1)C)C tert-butyl-4-(2-(4,6-dimethylpyrazolo[1,5-a]pyrazin-2-yl)-4-oxo-4H-pyrido[1,2-a]pyrimidin-7-yl)-trans-2,6-dimethyl-5,6-dihydropyridin